4-[[7-isopropyl-5-(p-tolyl-sulfonyl)pyrrolo[2,3-b]pyrazin-2-yl]methyl]-3,5-dimethylaniline C(C)(C)C1=CN(C2=NC=C(N=C21)CC2=C(C=C(N)C=C2C)C)S(=O)(=O)C2=CC=C(C=C2)C